CN(C(=O)[C@H]1NC(OC1)=O)C1=CC=C2C=CC=NC2=C1 (S)-N-methyl-2-oxo-N-(quinolin-7-yl)oxazolidine-4-carboxamide